COC1=NC(=CC(=C1)[C@H]1[C@@H](CNC1)C#N)C |r| racemic-(3S,4R)-4-(2-methoxy-6-methylpyridin-4-yl)pyrrolidine-3-carbonitrile